ClC=1C=CC(=C(CN2CCC3(CCN(CC3)C(=O)N3N=C(C=C3)C(=O)O)CC2)C1)C(F)(F)F 1-(9-(5-chloro-2-(trifluoromethyl)benzyl)-3,9-diazaspiro[5.5]undecane-3-carbonyl)-1H-pyrazole-3-carboxylic acid